(2RS)-2-(tert-Butoxycarbonylamino)-2-(5-fluoro-2-methoxy-phenyl)acetic acid C(C)(C)(C)OC(=O)N[C@@H](C(=O)O)C1=C(C=CC(=C1)F)OC |r|